OC1CCC(CN(CC1)C(=O)OC(C)(C)C)C(=O)O[Li] 1-tert-butyl 3-lithio 6-hydroxyazocane-1,3-dicarboxylate